BrC1=CC=C(C=C1)C(C)(C)C=1N=C(SC1)NC(C1=CC=C(C=C1)N1CCNCC1)=O N-(4-(2-(4-bromophenyl)propan-2-yl)thiazol-2-yl)-4-(piperazin-1-yl)benzamide